1-{39-[(2,5-dioxopyrrolidin-1-yl)oxy]-39-oxo-3,6,9,12,15,18,21,24,27,30,33,36-dodecaoxanonatriacontan-1-yl}-1H-pyrrole-2,5-dione O=C1N(C(CC1)=O)OC(CCOCCOCCOCCOCCOCCOCCOCCOCCOCCOCCOCCOCCN1C(C=CC1=O)=O)=O